2-methylsulfanyl-N6-(cis-hydroxyisopentenyl)adenine europium-iron [Fe].[Eu].CSC1=NC(=C2NC=NC2=N1)NC(CC(=C)C)O